C(C)OC(CCC(=O)N1CC2=CC(=C(C(=C2C1)F)OCCCOC1=CC2=C(SC(=C2)C(CCC(=O)OCC)=O)C=C1OC)OC)=O ethyl 4-(5-(3-((2-(4-ethoxy-4-oxobutanoyl)-4-fluoro-6-methoxyisoindolin-5-yl) oxy) propoxy)-6-methoxybenzo[b]thiophen-2-yl)-4-oxobutanoate